7-formyl-6-methoxy-2-methyl-1H-pyrrolo[3,2-c]pyridine-3-carbonitrile C(=O)C=1C2=C(C=NC1OC)C(=C(N2)C)C#N